[NH4+].[P+3] phosphorus, ammonium salt